N1,N1-dimethyl-N3-(3,4,5-trifluorophenyl)propane-1,3-diamine CN(CCCNC1=CC(=C(C(=C1)F)F)F)C